N1(N=CC=C1)C[C@@H]1C[C@H](CN1C#N)NC(C1=C(C=C(C=C1)C=1C=C2C=NN(C2=CC1)C)F)=O N-((3R,5S)-5-((1H-Pyrazol-1-yl)methyl)-1-cyanopyrrolidin-3-yl)-2-fluoro-4-(1-methyl-1H-indazol-5-yl)benzamide